C(C)(=O)O.CS(=O)(=O)N1CCC(CC1)C1=CC=C(C=C1)C1=CC=2C(=NC=CN2)C(=N1)NC[C@@H]1CNCCO1 (S)-7-(4-(1-(methylsulfonyl)-piperidin-4-yl)phenyl)-N-(morpholin-2-ylmethyl)pyrido[3,4-b]pyrazin-5-amine acetate